O1C(COCC1)COC1=CC(=C(C(=N1)C#CC1=CC=C(OCCNC(OC(C)(C)C)=O)C=C1)CC)OCC1=CC=CC=C1 tert-Butyl (2-(4-((6-((1,4-dioxan-2-yl)methoxy)-4-(benzyloxy)-3-ethylpyridin-2-yl)ethynyl)phenoxy)ethyl)carbamate